Pentanephosphonic acid C(CCCC)P(O)(=O)O